6-(4-formyl-2-(6-methylpyridin-2-yl)-1H-imidazol-1-yl)imidazo[1,2-a]pyridine-3-carbonitrile C(=O)C=1N=C(N(C1)C=1C=CC=2N(C1)C(=CN2)C#N)C2=NC(=CC=C2)C